2,5-dicarbonyl-2,5-dihydro-1H-pyrrole-1-carboxylate C(=O)=C1N(C(C=C1)=C=O)C(=O)[O-]